(1-Methylazetidin-3-yl)-1H-pyrazol-4-amine CN1CC(C1)N1N=CC(=C1)N